(2R,4S)-4-(3-(aminomethyl)phenyl)-N-((S)-1-((4-carbamimidoylbenzyl)amino)-1-oxopropan-2-yl)pyrrolidine-2-carboxamide tri-hydrochloride Cl.Cl.Cl.NCC=1C=C(C=CC1)[C@@H]1C[C@@H](NC1)C(=O)N[C@H](C(=O)NCC1=CC=C(C=C1)C(N)=N)C